5'-chloro-2'-{[(oxetan-3-yl)amino]methyl}-7',8'-dihydro-6'H-spiro[cyclohexane-1,9'-furo[2,3-f]quinazoline]-7'-one ClC=1C=C2C(=C3C4(NC(NC13)=O)CCCCC4)OC(=C2)CNC2COC2